(8-(4-methoxy-2-(methoxymethyl)-1-methyl-6-(trifluoromethyl)-1H-benzo[d]imidazol-5-yl)indolizin-3-yl)(3,4,5-trifluorophenyl)methanone COC1=C(C(=CC=2N(C(=NC21)COC)C)C(F)(F)F)C2=CC=CN1C(=CC=C21)C(=O)C2=CC(=C(C(=C2)F)F)F